2-((4-(3-chloro-4-fluorophenyl)-6,7-dihydro-4H-pyrano[4,3-d]thiazol-2-yl)amino)-2-oxoethyl methylsulfamate CNS(OCC(=O)NC=1SC2=C(N1)CCOC2C2=CC(=C(C=C2)F)Cl)(=O)=O